C(C)(=O)OC1=CC=C(C=C1)CCNC 1-acetoxy-4-(2-methylamino-ethyl)-benzene